N[C@@H]1C2=CC=CC=C2CC12CCN(CC2)C=2NC(C1=C(N2)NN=C1C1(CC1)C1=NC=CN=C1)=O (S)-6-(1-amino-1,3-dihydrospiro[indene-2,4'-piperidine]-1'-yl)-3-(1-(pyrazin-2-yl)cyclopropyl)-1,5-dihydro-4H-pyrazolo[3,4-d]pyrimidin-4-one